3-{(2R,5aR,6R,7R,8aS)-7-hydroxy-6-[(1E,3R)-3-hydroxy-4-phenoxy-1-buten-1-yl]octahydro-2H-cyclopenta[b]oxepin-2-yl}propanoic acid O[C@H]1[C@@H]([C@@H]2[C@@H](O[C@H](CCC2)CCC(=O)O)C1)\C=C\[C@H](COC1=CC=CC=C1)O